disodium 4,5-dihydroxy-2,7-naphthalenedisulfonate OC1=CC(=CC2=CC(=CC(=C12)O)S(=O)(=O)[O-])S(=O)(=O)[O-].[Na+].[Na+]